C1=CC=C(C=C1)C2=NN([N+](=N2)C3=CC=C(C=C3)[N+](=O)[O-])C4=CC=C(C=C4)I.[Cl-] The molecule is an organic chloride salt having iodonitrotetrazolium as the counterion. It has a role as a histological dye. It contains an iodonitrotetrazolium.